(R)-N-(3-((4-amino-1-(1-methylpiperidin-4-yl)-1H-pyrazolo[3,4-d]pyrimidin-3-yl)ethynyl)-4-methylphenyl)-3-phenylisoxazolidin-2-carboxamide NC1=C2C(=NC=N1)N(N=C2C#CC=2C=C(C=CC2C)NC(=O)N2OCC[C@@H]2C2=CC=CC=C2)C2CCN(CC2)C